2,6-dichloro-4-(methoxymethyloxy)benzaldehyde ClC1=C(C=O)C(=CC(=C1)OCOC)Cl